ONC(/C=C/C1=C(C=CC=C1)NC(C1=CC(=CC=C1)C(F)(F)F)=O)=O (E)-N-(2-(3-(hydroxyamino)-3-oxoprop-1-en-1-yl)phenyl)-3-(trifluoromethyl)benzamide